(4-methoxyphenyl)-1-(3,4,5-trimethoxyphenyl)ethane COC1=CC=C(C=C1)C(C)C1=CC(=C(C(=C1)OC)OC)OC